COC1=C(OC2=C(C=C(C#N)C=C2)C(F)(F)F)C=CC(=C1)C=C1SC2=C(C1=O)C=CC=C2 4-(2-methoxy-4-((3-oxo-benzothiophen-2(3H)-ylidene)methyl)phenoxy)-3-(trifluoromethyl)benzonitrile